(S)-3-methoxy-5-((tetrahydrofuran-3-yl)methoxy)aniline COC=1C=C(N)C=C(C1)OC[C@@H]1COCC1